C(#N)C1=CC(=C(COC2=CC=CC(=N2)C2=CC(=C(CC3=NC4=C(N3[C@H]3COC[C@H]3OCC(F)F)C=C(C=C4)C(=O)O)C=C2F)F)C=C1)F 2-(4-(6-((4-cyano-2-fluorobenzyl)oxy)pyridin-2-yl)-2,5-difluorobenzyl)-1-((3S,4S)-4-(2,2-difluoroethoxy)tetrahydrofuran-3-yl)-1H-benzo[d]imidazole-6-carboxylic acid